C(C)(C)(C)OC(=O)C=1NC2=CC=C(C=C2C1)NC([C@H](CC1=CC=CC=C1)N1C(C(N(CC1)C1=C(C=CC(=C1)Cl)N1N=NN=C1)=O)=O)=O (S)-5-(2-(4-(5-chloro-2-(1H-tetrazol-1-yl)phenyl)-2,3-dioxopiperazin-1-yl)-3-phenylpropionamido)-1H-indole-2-carboxylic acid tert-butyl ester